[2-[(tert-butoxycarbonylamino)methyl]pyrimidin-5-yl]boronic acid C(C)(C)(C)OC(=O)NCC1=NC=C(C=N1)B(O)O